NC1=C(C=C(C(=O)N2CCN(CC2)CC#CC2=C3CN(C(C3=CC=C2)=O)C2C(NC(CC2)=O)=O)C=C1)OC 3-(4-(3-(4-(4-amino-3-methoxybenzoyl)piperazin-1-yl)prop-1-yn-1-yl)-1-oxoisoindolin-2-yl)piperidine-2,6-dione